(4-chlorophenyl)-2-phenyl-2H-indazole ClC1=CC=C(C=C1)C=1N(N=C2C=CC=CC12)C1=CC=CC=C1